(3-[(1,3-dimethyl-1H-pyrazolo[4,3-d]pyrimidin-7-yl)amino]bicyclo[1.1.1]pentan-1-yl)acetamide CN1N=C(C=2N=CN=C(C21)NC21CC(C2)(C1)CC(=O)N)C